N-methyl-4-hexadecyl-N-octadecylphenylammonium C[NH+](CCCCCCCCCCCCCCCCCC)C1=CC=C(C=C1)CCCCCCCCCCCCCCCC